C(=O)(OC(C)(C)C)N1[C@](CCC1)(C(=O)O)C (R)-Boc-2-methylproline